C12CNCC(N1C(C)=O)C2 1-(3,6-diazabicyclo[3.1.1]heptan-6-yl)ethan-1-one